1H-pyrrole-2(5H)-one N1C(C=CC1)=O